N[C@](COC=1C(=CC(=NC1)C1=CC(=NC=C1)NC(OC)=O)Cl)(CC(C)C)C (S)-methyl (5-((2-amino-2,4-dimethylpentyl)oxy)-4-chloro-[2,4'-bipyridin]-2'-yl)carbamate